C1(=CC=CC=C1)C(C)C(C)C1=CC=CC=C1 2,3-diphenylbutane